6-Bromo-8-fluoro-3-methyl-3,4-dihydro-5-oxa-1,2a-diazaacenaphthylene-2-carbaldehyde BrC1=C2OCC(N3C(=NC(C(=C1)F)=C32)C=O)C